(2R,4S)-1-(tert-butoxycarbonyl)-4-methoxy-4-phenylpyrrolidine-2-carboxylate C(C)(C)(C)OC(=O)N1[C@H](C[C@@](C1)(C1=CC=CC=C1)OC)C(=O)[O-]